ClC=1SC2=C(N1)C=CC(=C2)C(=O)OCC ethyl 2-chlorobenzo[d]thiazole-6-carboxylate